4,4-dimethylcyclohexanecarbaldehyde CC1(CCC(CC1)C=O)C